(3-trifluoromethylphenyl)hydrazinecarboxamide Benzyl-(3-((tert-butyldimethylsilyl)oxy)pent-4-en-2-yl)carbamate C(C1=CC=CC=C1)N(C(O)=O)C(C)C(C=C)O[Si](C)(C)C(C)(C)C.FC(C=1C=C(C=CC1)N(N)C(=O)N)(F)F